N1C(COCC1)C(=O)O 3-morpholinecarboxylic acid